N-(4-((4-isopropoxy-6-(methylsulfonyl)pyridin-2-yl)amino)-5-(5-methyl-4,5,6,7-tetrahydropyrazolo[1,5-a]pyrazin-2-yl)pyridin-2-yl)acetamide C(C)(C)OC1=CC(=NC(=C1)S(=O)(=O)C)NC1=CC(=NC=C1C1=NN2C(CN(CC2)C)=C1)NC(C)=O